2-(1,1-dioxo-1,2-benzothiazole-3-one-6-ylmethyl)-1H-isoindole O=S1(NC(C2=C1C=C(C=C2)CN2CC1=CC=CC=C1C2)=O)=O